C(C(C)C)NC(C(C)(C)N1CCN(CC1)C1=CC=CC=C1C(=O)[O-])=O 6-(4-(1-(isobutylamino)-2-methyl-1-oxopropan-2-yl)piperazin-1-yl)benzoate